lithium 2-(5-(2-(1,3-dioxolan-2-yl)-3-((4-methoxybenzyl)oxy)phenyl) thiazol-2-yl)acetate O1C(OCC1)C1=C(C=CC=C1OCC1=CC=C(C=C1)OC)C1=CN=C(S1)CC(=O)[O-].[Li+]